2,6-di-tert-butyl-4-methylphenyl-2-cyclohexylphenyl-pentaerythritol diphosphite OP(O)OP(O)O.C(C)(C)(C)C1=C(C(=CC(=C1)C)C(C)(C)C)C(O)(C(CO)(CO)CO)C1=C(C=CC=C1)C1CCCCC1